1,3,5-tris[2-[3-(3,5-di-tert-butyl-4-hydroxyphenyl)propanoyloxy]ethyl]hexahydro-1,3,5-triazine-2,4,6-trione C(C)(C)(C)C=1C=C(C=C(C1O)C(C)(C)C)CCC(=O)OCCN1C(N(C(N(C1=O)CCOC(CCC1=CC(=C(C(=C1)C(C)(C)C)O)C(C)(C)C)=O)=O)CCOC(CCC1=CC(=C(C(=C1)C(C)(C)C)O)C(C)(C)C)=O)=O